4-(1-(4-(Azetidin-1-ylmethyl)-2-chloro-6-fluorophenyl)-1H-imidazol-4-yl)-N-((3R,4R)-3-fluoro-1-(methylsulfonyl)piperidin-4-yl)-5-(trifluoromethyl)pyrimidin-2-amine N1(CCC1)CC1=CC(=C(C(=C1)F)N1C=NC(=C1)C1=NC(=NC=C1C(F)(F)F)N[C@H]1[C@@H](CN(CC1)S(=O)(=O)C)F)Cl